2,2-dimethylpyrrolidin-3-ol CC1(NCCC1O)C